tert-butyl 2-(9-(2-(2,6-dioxopiperidin-3-yl)-1-oxoisoindolin-5-yl)-3,9-diazaspiro[5.5]undecan-3-yl)acetate O=C1NC(CCC1N1C(C2=CC=C(C=C2C1)N1CCC2(CCN(CC2)CC(=O)OC(C)(C)C)CC1)=O)=O